ethanone-1-(O-acetyl oxime) C(C)(=O)ON=CC